(1-((3-(3-hydroxyazetidin-1-yl)phenyl)sulfonyl)piperidin-4-yl)carbamic acid tert-butyl ester C(C)(C)(C)OC(NC1CCN(CC1)S(=O)(=O)C1=CC(=CC=C1)N1CC(C1)O)=O